C(C)(C)(C)OC(N[C@H]1C[C@H](CC1)NC(=O)NC=1C(=NC(=CC1)C1=CC=CC=2OCC(OC21)CNC(=O)C2CCOCC2)OC)=O ((1R,3S)-3-{3-[2-Methoxy-6-(3-{[(tetrahydro-pyran-4-carbonyl)-amino]-methyl}-2,3-dihydro-benzo[1,4]dioxin-5-yl)-pyridin-3-yl]-ureido}-cyclopentyl)-carbamic acid tert-butyl ester